C(C(C)C)[B-](C1=CC=CC=C1)(C1=CC=CC=C1)C1=CC=CC=C1.CC1(C=[NH+]C2=CC=CC=C12)C 3,3-dimethyl-3H-indolium isobutyl-triphenyl-borate